FC(OC=1C=C(C=CC1)C1CNCCO1)(F)F 2-(3-(trifluoro-methoxy)phenyl)morpholine